C(C)OC(=O)C1=NN(C(=C1)C(=O)OCC)C1CN(C1)C1=CC(=C2C(C(=CN(C2=N1)C=1SC=CN1)C(=O)O)=O)C 7-{3-[3,5-bis(ethoxycarbonyl)-1H-pyrazol-1-yl]azetidin-1-yl}-5-methyl-4-oxo-1-(1,3-thiazol-2-yl)-1,4-dihydro-1,8-naphthyridine-3-carboxylic acid